2-(6-(2-Amino-1-(2-fluorocyclopropyl)-1-hydroxyethyl)-3-fluoro-2-(4-fluorophenyl)pyridin-4-yl)propan-2-ol NCC(O)(C1C(C1)F)C1=CC(=C(C(=N1)C1=CC=C(C=C1)F)F)C(C)(C)O